CC1=CC(=C(C(=C1)C2=CC(=CC(=O)O2)OC)C3=CC=CC=C3)C The molecule is a member of the class of 2-pyranones that is 2H-pyran-2-one substituted by a methoxy group at position 4 and a 4,6-dimethylbiphenyl-2-yl group at position 6. It has been isolated from an endophytic fungus, Aspergillus niger. It has a role as an Aspergillus metabolite. It is a member of 2-pyranones and a ring assembly.